OC=1C=C(C2=CC=CC=C2C1)C=1C=CC2=C(N(C=N2)C2CCN(CC2)C(C=C)=O)C1 1-(4-(6-(3-hydroxynaphthalen-1-yl)-1H-benzo[d]imidazol-1-yl)piperidin-1-yl)prop-2-en-1-one